C(C1=CC=CC=C1)OCC1=C(C(=CC=C1)C)C1=NC=2NS(C=3C=CC=C(C(N[C@@H](COC(=C1)N2)CC(C)C)=O)C3)(=O)=O (11R)-6-[2-(benzyloxymethyl)-6-methyl-phenyl]-11-isobutyl-2,2-dioxo-9-oxa-2λ6-thia-3,5,12,19-tetrazatricyclo[12.3.1.14,8]nonadeca-1(18),4(19),5,7,14,16-hexaen-13-one